(6S)-4,5,6,7-tetrahydro-3H-imidazo[4,5-c]pyridine-6-carboxylic acid methyl ester COC(=O)[C@@H]1CC2=C(CN1)NC=N2